CN1CCNC2=CC(=C(C=C12)C=1C=NN(C1)C)C(F)(F)F 1-methyl-7-(1-methyl-1H-pyrazol-4-yl)-6-(trifluoromethyl)-1,2,3,4-tetrahydroquinoxaline